FC1(CCC(CC1)[C@H](NC(C1=C(C=CC(=C1)F)F)=O)C1=NC2=C(N1)C=C(C=C2)[C@@H](C)NC(C[C@@H](C(F)(F)F)C)=O)F |o1:33| N-((S)-(4,4-Difluorocyclohexyl)(6-((R)-1-((S*)-4,4,4-trifluoro-3-methylbutanamido)ethyl)-1H-benzo[d]imidazol-2-yl)methyl)-2,5-difluorobenzamide